6-di(2-ethylhexyl)amino-1,3,5-triazine-2,4-dithiol C(C)C(CN(C1=NC(=NC(=N1)S)S)CC(CCCC)CC)CCCC